3-(5-bromo-3-fluoropyridin-2-yl)-3-((methylsulfonyl)oxy)cyclobutyl pivalate C(C(C)(C)C)(=O)OC1CC(C1)(OS(=O)(=O)C)C1=NC=C(C=C1F)Br